ClC1=CN=C2N1N=C(C=C2)C2=CNC=1N=CN=C(C12)N[C@@H]1CC[C@H](CC1)N1CCOCC1 5-(3-chloroimidazo[1,2-b]pyridazin-6-yl)-N-(trans-4-morpholinocyclohexyl)-7H-pyrrolo[2,3-d]pyrimidin-4-amine